4-[4-((R)-1-amino-7-fluoro-indan-4-yl)-3,5-dimethyl-phenoxy]-2-methyl-butan-2-ol N[C@@H]1CCC2=C(C=CC(=C12)F)C1=C(C=C(OCCC(C)(O)C)C=C1C)C